CCCCCCC[C@H](CC(=O)O[C@H](CCCCCCC)CC(=O)O)O The molecule is a 3-hydroxydecanoyl-3-hydroxydecanoic acid in which both stereocentres have R configuration. It is a conjugate acid of a (R,R)-3-(3-hydroxydecanoyloxy)decanoate.